6-amino-9-(4-(4-aminopiperidin-1-yl)-2-methoxybenzyl)-2-butoxy-9H-purin-8-ol NC1=C2N=C(N(C2=NC(=N1)OCCCC)CC1=C(C=C(C=C1)N1CCC(CC1)N)OC)O